NC1=C(C(=NC(=C1F)C1=CC=C2C=CNC2=C1F)C(=O)O)Cl 4-amino-3-chloro-5-fluoro-6-(7-fluoro-1H-indol-6-yl)picolinic acid